ClC=1C=C(C=CC1F)C=1C=CN2C1C(N(C=C2C)CC(=O)N2CC(C2)(C)F)=O 8-(3-chloro-4-fluorophenyl)-2-(2-(3-fluoro-3-methylazetidin-1-yl)-2-oxoethyl)-4-methylpyrrolo[1,2-a]pyrazin-1(2H)-one